(p-chlorophenyl)-6-{1-[(2,4-difluorophenyl)methyl]-1H-pyrazol-4-yl}-4-pyrimidinylamine ClC1=CC=C(C=C1)NC1=NC=NC(=C1)C=1C=NN(C1)CC1=C(C=C(C=C1)F)F